racemic-ethyl (1S,2S)-2-(1-(2,2,2-trifluoroethyl)-1H-pyrazolo[3,4-b]pyridin-6-yl)cyclopropane-1-carboxylate FC(CN1N=CC=2C1=NC(=CC2)[C@@H]2[C@H](C2)C(=O)OCC)(F)F |r|